p-methylbenzene-sulfonyl (tosylate) S(=O)(=O)(OS(=O)(=O)C1=CC=C(C=C1)C)C1=CC=C(C)C=C1